1-beta-hydroxyethyl-2,5-diamino-4-methyl-benzene OCCC1=C(C=C(C(=C1)N)C)N